3-((5-(1-(2,2-difluoroethyl)-2-methyl-1H-imidazo[4,5-b]pyrazin-6-yl)-7H-pyrrolo[2,3-d]pyrimidin-2-yl)amino)-N,N,1-trimethylcyclobutane-1-carboxamide FC(CN1C(=NC=2C1=NC(=CN2)C2=CNC=1N=C(N=CC12)NC1CC(C1)(C(=O)N(C)C)C)C)F